CP(O)(O)=O.C(C)C(=CCNCC=C)CC diethyl-diallylamine methylphosphonate